methyl 5-bromo-2-(4-chloro-3-fluoro-phenyl)-6-[(3-chloropyrazol-1-yl)methyl]-1-ethyl-4-oxo-pyridine-3-carboxylate BrC=1C(C(=C(N(C1CN1N=C(C=C1)Cl)CC)C1=CC(=C(C=C1)Cl)F)C(=O)OC)=O